C(CCCCCCC=CC=CCCCC)O 8,10-pentadecadien-1-ol